NC(=N)NC(=N)N.OC=1C(C(C(C1O)=O)=O)=O 4,5-dihydroxy-4-cyclopentene-1,2,3-trione biguanide salt